BrC1=C(C=C(C=C1)NC(C=C(C(C(F)(F)F)C)O)=O)F N-(4-bromo-3-fluorophenyl)-5,5,5-trifluoro-3-hydroxy-4-methylpent-2-enamide